CC(=O)N[C@@H]1[C@H]([C@@H]([C@H](O[C@H]1O[C@@H]2[C@H](OC([C@@H]([C@H]2O)NC(=O)C)O)CO)CO)O)O The molecule is the N,N'-diacetylated derivative of chitobiose, but with no stereodesignation for the anomeric carbon atom. It has a role as a human metabolite, an Escherichia coli metabolite and a mouse metabolite. It derives from a beta-D-glucosaminyl-(1->4)-D-glucosamine.